BrC=1C=C(C=C2C(C(=C(OC12)SCC)C)=O)C 8-bromo-2-ethylsulfanyl-3,6-dimethyl-chromen-4-one